CON=C(C(=O)[O-])C1=C(C=CC=C1)CON=C(C)C1=CC(=CC=C1)C(F)(F)F (methoxyimino)-2-[[[[1-[3-(trifluoromethyl)phenyl]ethylidene]amino]oxy]methyl]-benzeneacetate